2-(perfluorobutyl)ethylamine FC(C(C(C(F)(F)F)(F)F)(F)F)(CCN)F